[14C]-malonyl-CoA [14C](CC(=O)O)(=O)SCCNC(CCNC([C@@H](C(COP(OP(OC[C@@H]1[C@H]([C@H]([C@@H](O1)N1C=NC=2C(N)=NC=NC12)O)OP(=O)(O)O)(=O)O)(=O)O)(C)C)O)=O)=O